ClC=1C(=CC2=C(C[C@@](O2)([C@H]2NCCC2)C2=CC=CC=C2)C1C1=C(C(=NC=C1C(=O)N[C@H]1COCC1)OCCO)F)F 4-((2S,4S)-5-chloro-6-fluoro-2-phenyl-2-((S)-pyrrolidin-2-yl)-2,3-dihydrobenzofuran-4-yl)-5-fluoro-6-(2-hydroxyethoxy)-N-((R)-tetrahydrofuran-3-yl)nicotinamide